C1N(CCC2=CC=CC=C12)C[C@H](CN1CCOC2=C(C1=O)C=CC(=C2)CN2C(COCC2)CO)O 4-[(2R)-3-(3,4-dihydro-1H-isoquinolin-2-yl)-2-hydroxy-propyl]-8-[[3-(hydroxymethyl)morpholine-4-yl]methyl]-2,3-dihydro-1,4-benzoxazepin-5-one